(6-(2,2-difluoroethoxy)pyrazolo[1,5-a]pyrimidin-3-yl)-N-((3S,4S)-4-fluoropyrrolidin-3-yl)pyridin-2-amine FC(COC=1C=NC=2N(C1)N=CC2C=2C(=NC=CC2)N[C@H]2CNC[C@@H]2F)F